4-[[(4S)-3-[2-[[(1S)-1-(2,2-difluoro-1,3-benzodioxol-5-yl)ethyl]amino]-4-pyridyl]-1-(oxetan-3-yl)-4,5,6,7-tetrahydroindazol-4-yl]oxy]benzoic acid FC1(OC2=C(O1)C=CC(=C2)[C@H](C)NC2=NC=CC(=C2)C2=NN(C=1CCC[C@@H](C21)OC2=CC=C(C(=O)O)C=C2)C2COC2)F